COC1=C(C=C(C(=C1)C(F)(F)F)OC)[C@H]1CNCCC1 (S)-3-(2,5-dimethoxy-4-(trifluoromethyl)phenyl)piperidine